N-hexyl-phenyl-α-naphthylamine C(CCCCC)N(C1=CC=CC2=CC=CC=C12)C1=CC=CC=C1